ClC1=CC(=C(OCC(=O)O)C=C1)[C@@H]1[C@H](C1)C(NC1=NC=NC(=C1)NCC=1N=C2N(C=C(C=C2)C2CC2)C1)=O |o1:12,13| (4-chloro-2-((1S*,2S*)-2-((6-(((6-cyclopropylimidazo[1,2-a]pyridin-2-yl)methyl)amino)pyrimidin-4-yl)carbamoyl)cyclopropyl)phenoxy)acetic acid